NC=1OC=C(N1)C(=O)NC1=CC=CC=2N(C(NC21)=O)[C@@H]2CC[C@@H](CC2)C(NC2=CC(=C(C=C2)C)OC)=O 2-amino-N-{2-oxo-1-[cis-4-[(3-methoxy-4-methylphenyl)carbamoyl]cyclohexyl]-2,3-dihydro-1H-1,3-benzodiazol-4-yl}-1,3-oxazole-4-carboxamide